C1=CC=CC=2C3=CC=CC=C3C(C12)COC(=O)N(C(C(=O)O)CC1=CC(=C(C=C1)OC)C(NC)=O)C 2-((((9H-Fluoren-9-yl)methoxy)carbonyl)(methyl)amino)-3-(4-methoxy-3-(methylcarbamoyl)phenyl)propanoic acid